6-fluoro-5-(4-((3-methyl-2,4-dioxo-1,2,3,4-tetrahydrothieno[3,2-d]pyrimidin-6-yl)methyl)piperazin-1-yl)picolinamide FC1=C(C=CC(=N1)C(=O)N)N1CCN(CC1)CC1=CC=2NC(N(C(C2S1)=O)C)=O